CC1=NC=CC(=C1)C1=CC(=NC=C1)C 2,2'-dimethyl-4,4'-bipyridine